4-bromo-2-fluoro-N-(2-(methylamino)ethyl)benzamide BrC1=CC(=C(C(=O)NCCNC)C=C1)F